1,1'-bi-2,2'-naphthol C1=CC=C2C(=C1)C=CC(=C2C3=C(C=CC4=CC=CC=C43)O)O